COC1=CC=C(C=C1)C=1C=CC(=NC1)C(=O)NC1=CC=C(C=C1)OC1=CC(=NC=C1)C(NC)=O 5-(4-Methoxyphenyl)-N-(4-(2-(methylcarbamoyl)pyridin-4-yloxy)phenyl)picolinamide